[SiH3]C1=C(C=2NC3=CC=CC=C3C2C=C1)[SiH3] Disilylcarbazol